ClC1=CC(=C(C(=C1)C)C1=CC2=C(N=N1)N(C=C2)CCN2C(CCC2)=O)O 1-{2-[3-(4-Chloro-2-hydroxy-6-methylphenyl)-7H-pyrrolo[2,3-c]pyridazin-7-yl]ethyl}pyrrolidin-2-one